C(=C)C1=C2C(=NC(=C1)C(=O)OC)C(CO2)(C)C methyl 7-vinyl-3,3-dimethyl-2H-furo[3,2-b]pyridine-5-carboxylate